(+/-)-3-methyl-4-{[(trifluoromethyl)sulfonyl]oxy}-2,3-dihydropyridine-1,3(6H)-dicarboxylic acid 1-tert-butyl 3-ethyl ester C(C)OC(=O)[C@@]1(CN(CC=C1OS(=O)(=O)C(F)(F)F)C(=O)OC(C)(C)C)C |r|